FC1=CC=CC=2NC(=NC21)CNC2=NC(=NC=1N2N=CC1C(F)(F)F)N1CCOCC1 N-[(4-fluoro-1H-benzimidazol-2-yl)methyl]-2-(morpholin-4-yl)-8-(trifluoromethyl)pyrazolo[1,5-a][1,3,5]triazin-4-amine